tert-butyl (2-(7-(2-((4-fluorophenyl)ethynyl)-4-(3-(imidazo[1,2-a]pyridin-7-ylmethyl)ureido)phenyl)-2-Methyl-4-oxoquinazoline-3(4H)-yl)ethyl)carbamate FC1=CC=C(C=C1)C#CC1=C(C=CC(=C1)NC(=O)NCC1=CC=2N(C=C1)C=CN2)C2=CC=C1C(N(C(=NC1=C2)C)CCNC(OC(C)(C)C)=O)=O